C([2H])([2H])([2H])OS(=O)(=O)C(F)(F)F Methyl-d3-trifluoromethansulfonat